(2-(3-bromo-5-fluorophenoxy)ethoxy)(tert-butyl)dimethylsilane BrC=1C=C(OCCO[Si](C)(C)C(C)(C)C)C=C(C1)F